2-((6-(4-(3-amino-2-oxopyrrolidin-1-yl)piperidin-1-yl)-3,5-dicyano-4-ethylpyridin-2-yl)sulfanyl)-2-phenylacetamide, formate salt C(=O)O.NC1C(N(CC1)C1CCN(CC1)C1=C(C(=C(C(=N1)SC(C(=O)N)C1=CC=CC=C1)C#N)CC)C#N)=O